(2,6-Dimethoxyphenyl)-6-[(ethylamino)methyl]-3-[3-(3-fluorophenyl)pyrrolidine-1-carbonyl]pyridine-2,4-diol COC1=C(C(=CC=C1)OC)C=1C(=C(C(=NC1CNCC)O)C(=O)N1CC(CC1)C1=CC(=CC=C1)F)O